methyl 5-{2-[2-(7-methylquinoline-8-sulfonamido)-5-nitrophenyl]ethynyl}-pyridine-2-carboxylate CC1=CC=C2C=CC=NC2=C1S(=O)(=O)NC1=C(C=C(C=C1)[N+](=O)[O-])C#CC=1C=CC(=NC1)C(=O)OC